2-(cyclohexylmethyl)anthra[1,2-b:5,6-b']dithiophene C1(CCCCC1)CC1=CC2=C(S1)C1=CC=3C=CC4=C(SC=C4)C3C=C1C=C2